NC=1OC2=C(C=NC=C2[C@@H]2C[C@@H](CCC2)C(=O)N2[C@H](C3=C(C=C(C=C3CC2)Cl)Cl)C)N1 ((1R,3S)-3-(2-aminooxazolo[4,5-c]pyridin-7-yl)cyclohexyl)((S)-6,8-dichloro-1-methyl-3,4-dihydroisoquinolin-2(1H)-yl)methanone